3-bromo-2-isopropyl-4-methoxy-2H-pyrazolo[3,4-d]Pyridazine BrC=1N(N=C2C=NN=C(C21)OC)C(C)C